Phospho Silicate [Si](OP(=O)=O)([O-])([O-])[O-]